thiophenemethylamine iodide salt [I-].S1C(=CC=C1)CN